(6-Amino-3-bromo-2-methylphenyl)methanol NC1=CC=C(C(=C1CO)C)Br